methyl 3-{[(3S)-5-[4-(3-aminopropyl)-1,4-diazepan-1-yl]-3-(benzyloxy) pentyl] oxy}-4,5-dimethoxybenzoate dihydrochloride Cl.Cl.NCCCN1CCN(CCC1)CC[C@@H](CCOC=1C=C(C(=O)OC)C=C(C1OC)OC)OCC1=CC=CC=C1